I.C(C)(=N)SC Methyl Ethanimidothioate Hydroiodide